C(C)(C)N(C1CC(CC1)C=1C=C2C(=C(NC2=CC1)C=1C=C(C=2N(C1)N=CN2)OC)C(C)C)C N-Isopropyl-3-(3-isopropyl-2-(8-methoxy-[1,2,4]triazolo[1,5-a]pyridin-6-yl)-1H-indol-5-yl)-N-methylcyclopentan-1-amin